N1=CCNC12CCNCC2 1,4,8-triazaspiro[4.5]dec-1-ene